ClC1=C2C=C(N(C2=CC=C1Cl)C)C(=O)NC1(COC1)C1=C(C=C(C=C1)CC(=O)O)C 2-{4-[3-(4,5-dichloro-1-methyl-1H-indole-2-amido)oxetan-3-yl]-3-methylphenyl}acetic acid